N[C@H](CCC1=CC=CC=C1)C(=O)O D-homophenylalanine